2-(5-{6-[(2,3-dihydro-1H-inden-2-yl)amino]pyridin-3-yl}-1,3,4-oxadiazol-2-yl)-1-{1H,4H,5H,6H,7H-[1,2,3]triazolo[4,5-c]pyridin-5-yl}ethan-1-one C1C(CC2=CC=CC=C12)NC1=CC=C(C=N1)C1=NN=C(O1)CC(=O)N1CC2=C(CC1)NN=N2